FC=1C=C(C(=NC1)B(O)O)[N+](=O)[O-] 5-FLUORO-3-NITROPYRIDIN-2-YLBORONIC ACID